C1N(CCC2=CC=CC=C12)C[C@H](CNC(=O)C=1N=C2N(CC(CC2)C(=O)N2CCNCC2)C1)O N-((S)-3-(3,4-Dihydroisoquinolin-2(1H)-yl)-2-hydroxypropyl)-6-(piperazine-1-carbonyl)-5,6,7,8-tetrahydroimidazo[1,2-a]pyridine-2-carboxamide